4'-((R)-2-(methoxymethyl)-4-tritylpiperazin-1-yl)-2'-((tetrahydro-1H-pyrrolizin-7a(5H)-yl)methoxy)-3,4,5',8'-tetrahydro-2H,6'H-spiro[naphthalene-1,7'-quinazolin]-7-ol COC[C@@H]1N(CCN(C1)C(C1=CC=CC=C1)(C1=CC=CC=C1)C1=CC=CC=C1)C1=NC(=NC=2CC3(CCC12)CCCC1=CC=C(C=C13)O)OCC13CCCN3CCC1